2-(3-(6-(((S)-4,4-difluoropiperidin-3-yl)amino)pyridin-2-yl)imidazo[1,2-a]pyridin-6-yl)-1,1,1-trifluoropropan-2-ol FC1([C@H](CNCC1)NC1=CC=CC(=N1)C1=CN=C2N1C=C(C=C2)C(C(F)(F)F)(C)O)F